5-(4-((6-((cyclopropylmethyl)amino)pyridin-3-yl)methoxy)phenyl)-2-oxo-6-(trifluoromethyl)-1,2-dihydropyridine-3-carboxamide C1(CC1)CNC1=CC=C(C=N1)COC1=CC=C(C=C1)C=1C=C(C(NC1C(F)(F)F)=O)C(=O)N